COC(=O)C=1N=C(OC1C1=CNC2=CC=CC=C12)[C@H](CC1=CC=CC=C1)NC(=S)NC1=C(C=CC=C1)Br (S)-2-(1-(3-(2-bromophenyl)thioureido)-2-phenylethyl)-5-(1H-indol-3-yl)-oxazole-4-carboxylic acid methyl ester